N-(1-aminomethyl)-2-aminoethyltrimethoxysilane NCNCC[Si](OC)(OC)OC